(2R)-2-(6-{5-chloro-2-[(propan-2-yl)amino]pyrimidin-4-yl}-1-oxo-2,3-dihydro-1H-isoindol-2-yl)-N-[(1S)-2-hydroxy-1-(6-methylpyridin-2-yl)ethyl]propionamide ClC=1C(=NC(=NC1)NC(C)C)C1=CC=C2CN(C(C2=C1)=O)[C@@H](C(=O)N[C@H](CO)C1=NC(=CC=C1)C)C